C1(CC(C(CC1)C(C)C)OC(CCC)O)C menthoxybutan-1-ol